N-[(3S)-1-[6-(tert-butylamino)pyridine-3-carbonyl]pyrrolidin-3-yl]-N-methylcyclobutanecarboxamide C(C)(C)(C)NC1=CC=C(C=N1)C(=O)N1C[C@H](CC1)N(C(=O)C1CCC1)C